C(C)(C)(C)OC(=O)N(C(OC(C)(C)C)=O)C[C@@H]1C[C@H](C1)N1N=C(C(=C1)C=1C2=C(C=NC1)C=NN2C)C2CC2 tert-butyl (tert-butoxycarbonyl)((trans-3-(3-cyclopropyl-4-(1-methyl-1H-pyrazolo[4,3-c]pyridin-7-yl)-1H-pyrazol-1-yl)cyclobutyl)methyl)carbamate